1-methyl-4-(1-(5-((4-methylpiperazin-1-yl)methyl)pyrimidin-2-yl)piperidin-4-yl)-2,3-dioxo-1,2,3,4-tetrahydropyrido[2,3-b]pyrazine-6-carbonitrile CN1C2=C(N(C(C1=O)=O)C1CCN(CC1)C1=NC=C(C=N1)CN1CCN(CC1)C)N=C(C=C2)C#N